1-(4-(2-(4-methoxyphenyl)propan-2-yl)thiazol-2-yl)-3-(4-(piperazin-1-yl)benzyl)urea COC1=CC=C(C=C1)C(C)(C)C=1N=C(SC1)NC(=O)NCC1=CC=C(C=C1)N1CCNCC1